(R)-N-(4-((3-chloro-2-fluorophenyl)amino)-7-((1,2-dimethylpyrrolidin-2-yl)-ethynyl)quinazolin-6-yl)acrylamide ClC=1C(=C(C=CC1)NC1=NC=NC2=CC(=C(C=C12)NC(C=C)=O)C#C[C@@]1(N(CCC1)C)C)F